ClC1=C(C=C(C=C1)NC(=O)C1=NN(C(=C1)S(=O)(=O)C)C1=CC=C(C=C1)F)C1=CC2=C(N=C(N=C2)NC)N(C1=O)C N-(4-chloro-3-(8-methyl-2-(methylamino)-7-oxo-7,8-dihydropyrido[2,3-d]pyrimidin-6-yl)phenyl)-1-(4-fluorophenyl)-5-(methylsulfonyl)-1H-pyrazole-3-carboxamide